tert-butyl 3-[1-(2-formylphenyl)cyclopropyl](methyl)carbamoyl-4H,5H,6H,7H-pyrazolo[1,5-a]pyrazine-5-carboxylate C(=O)C1=C(C=CC=C1)C1(CC1)C=1C(=NN2C1CN(CC2)C(=O)OC(C)(C)C)C(NC)=O